2-(3-chlorophenoxy)-1-(2-(5-(trifluoromethyl)-1,2,4-oxadiazol-3-yl)-6,7-dihydrothieno[3,2-c]pyridin-5(4H)-yl)ethan-1-one ClC=1C=C(OCC(=O)N2CC3=C(CC2)SC(=C3)C3=NOC(=N3)C(F)(F)F)C=CC1